N-(2-aminoethyl)biotinamide hydrochloride Cl.NCCNC(CCCC[C@@H]1SC[C@@H]2NC(=O)N[C@H]12)=O